COC1=C(C=C(C=N1)N1[C@@H](CCC1)COCCC(=O)N1CCN(CC1)C1=NC=C(C=N1)C(F)(F)F)C(F)(F)F (S)-3-((1-(6-methoxy-5-(trifluoromethyl)pyridin-3-yl)pyrrolidin-2-yl)methoxy)-1-(4-(5-(trifluoromethyl)pyrimidin-2-yl)piperazin-1-yl)propan-1-one